(E)-N'-(3,5-dimethoxybenzylidene)-2-(4-(trifluoromethoxy)phenyl)pyrimidine-4-carbohydrazide COC=1C=C(\C=N\NC(=O)C2=NC(=NC=C2)C2=CC=C(C=C2)OC(F)(F)F)C=C(C1)OC